C[Si](O)(O)C dimethyl-silandiol